C(C)OC(C(C1(CCN(CC1)CCCCCC1=NC=2NCCCC2C=C1)O)NC(C)=O)=O.COC=1C=C(C(=O)NC2CCN(CC2)C)C=CC1 3-methoxy-N-(1-methylpiperidine-4-yl)benzamide ethyl-2-acetamido-2-(4-hydroxy-1-(5-(5,6,7,8-tetrahydro-1,8-naphthyridin-2-yl)pentyl)piperidin-4-yl)acetate